C1(CC1)N1N=C(C=2C1=NC=NC2NCC2=C(C=C(C=C2)OC)OC)C2=CC=C(C=1N2C=CN1)NC(=O)NC1=NOC(=C1)C1(CC1)C(F)(F)F 1-(5-(1-cyclopropyl-4-((2,4-dimethoxybenzyl)amino)-1H-pyrazolo[3,4-d]pyrimidin-3-yl)imidazo[1,2-a]pyridin-8-yl)-3-(5-(1-(trifluoromethyl)cyclopropyl)isoxazol-3-yl)urea